C1(CC1)CNC1=NN2C(C=N1)=C(C=C2)C2=NC1=CC=CN=C1C=C2 N-(cyclopropylmethyl)-5-(1,5-naphthyridin-2-yl)pyrrolo[2,1-f][1,2,4]triazin-2-amine